C(#N)[C@@H](C[C@H]1C(NCCC1)=O)NC(=O)[C@H]1N(C[C@@H]2[C@H]1CC(C2)(F)F)C(=O)C=2NC1=C(C(=CC(=C1C2)F)C)F (1S,3aS,6aR)-N-((R)-1-cyano-2-((S)-2-oxopiperidin-3-yl)ethyl)-2-(4,7-difluoro-6-methyl-1H-indole-2-carbonyl)-5,5-difluorooctahydrocyclopenta[c]pyrrole-1-carboxamide